2-(bis(2,6-dimethoxyphenyl)phosphanyl)-6-(3,6-di-tert-butyl-9H-carbazol-9-yl)phenol COC1=C(C(=CC=C1)OC)P(C1=C(C(=CC=C1)N1C2=CC=C(C=C2C=2C=C(C=CC12)C(C)(C)C)C(C)(C)C)O)C1=C(C=CC=C1OC)OC